Cl.N1CCC(CC1)N1N=CC(=C1)C=1C=C2C(=CNC2=CC1)C(=O)NC1=CC=NC=C1 5-(1-(Piperidin-4-yl)-1H-pyrazol-4-yl)-N-(pyridine-4-yl)-1H-indole-3-carboxamide hydrochloride